(benzylamino)thiophene-2-carbonyl azide C(C1=CC=CC=C1)NC1=C(SC=C1)C(=O)N=[N+]=[N-]